1-(benzo[d]thiazol-7-yl)ethan-1-one S1C=NC2=C1C(=CC=C2)C(C)=O